NC[C@@H]1[C@H]2[C@@H]([C@@H]3[C@@H](OCCCCN3C(C(F)(F)F)=O)O1)OC(O2)(C)C 1-((3aS,4R,5aS,11aR,11bR)-4-(Aminomethyl)-2,2-dimethyloctahydro-4H,11H-[1,3]dioxolo[4',5':4,5]pyrano[2,3-b][1,4]oxazocin-11-yl)-2,2,2-trifluoroethan-1-one